OCC=1C=C2C=C(C(=NC2=CC1)C)N1C(NC(CC1)=O)=O 1-(6-(Hydroxymethyl)-2-methylquinolin-3-yl)dihydropyrimidine-2,4(1H,3H)-dione